CSC(SC)C=C1C(C2=CC(=CC=C2CC1)C(F)(F)F)=O 2-[Bis(methylsulfanyl)methylmethylene]-7-(trifluoromethyl)-3,4-dihydronaphthalen-1-one